2-Chlorodeoxyadenosine ClC=1N=C(C=2N=CN([C@H]3C[C@H](O)[C@@H](CO)O3)C2N1)N